6-(pyridin-2-yl)-3-oxaspiro[bicyclo[3.1.0]hexane-2,1'-cyclopentane]-6-carboxylic acid methyl ester COC(=O)C1(C2COC3(CCCC3)C12)C1=NC=CC=C1